tert-butyl 3-methyl-6-(2-methylpyrimidin-5-yl)-3,4-dihydropyridine-1(2H)-carboxylate CC1CN(C(=CC1)C=1C=NC(=NC1)C)C(=O)OC(C)(C)C